4-chloro-4'-fluorobenzophenone ClC1=CC=C(C(=O)C2=CC=C(C=C2)F)C=C1